BrC1=C(C(=CC(=C1)C(C(F)(F)F)(C(F)(F)F)F)C(F)(F)F)NC(C1=C(C(=CC=C1)[N+](=O)[O-])F)=O N-(2-bromo-4-(heptafluoropropane-2-yl)-6-(trifluoromethyl)phenyl)-2-fluoro-3-nitrobenzamide